NC(CCN(C(C(F)Cl)=O)NC(=O)[C@H](CC(C)C)NC(=O)C1=NN2C(C=CC=C2)=C1)=O |r| N-[rac-(1S)-1-[[(3-amino-3-oxo-propyl)-(2-chloro-2-fluoro-acetyl)amino]carbamoyl]-3-methyl-butyl]pyrazolo[1,5-a]pyridine-2-carboxamide